C(CCCCCCC\C=C/CCCC)(=O)OCCCCCCC heptyl cis-9-tetradecenoate